BrC1=CC=C(C2=C1NC=N2)C(=O)N2[C@@H]1C=3C(=NN(C3CC2)C2=CC=C(C=C2)C2CC2)OCCN(C1)C(C=C)=O |o1:13| (R or S)-1-(5-(7-bromo-1H-benzo[d]imidazole-4-carbonyl)-2-(4-cyclopropylphenyl)-2,3,4,5,5a,6,8,9-octahydro-7H-10-oxa-1,2,5,7-tetraazacycloocta[cd]inden-7-yl)prop-2-en-1-one